O=C1NC(CCC1C1=NN(C2=CC(=C(C=C12)F)C1CCN(CC1)CC1CCN(CC1)C(=O)OC(C)(C)C)C)=O Tert-butyl 4-[[4-[3-(2,6-dioxo-3-piperidyl)-5-fluoro-1-methyl-indazol-6-yl]-1-piperidyl] methyl]piperidine-1-carboxylate